6-methyl-1H-imidazo[1,5,4-de]quinoxaline-2,5(4H,6H)-dione CN1C(CN2C=3C(=CC=CC13)NC2=O)=O